C(C)(C)(C)NC(C(CCN1C2=CC(=CC=C2C=2C=CN=C(C12)C)OC)C)=O N-(t-butyl)-4-(7-Methoxy-1-methyl-β-carbolin-9-yl)-α-methylbutanamide